ClC=1C=CC(=C2C(=NN(C12)COCC[Si](C)(C)C)C)C#C 7-chloro-4-ethynyl-3-methyl-1-{[2-(trimethylsilyl)ethoxy]methyl}indazole